(2S)-2-((1R,3aR,7aR)-4-((tert-butyldimethylsilyl)oxy)-7a-methyl-octahydro-1H-inden-1-yl)propanal [Si](C)(C)(C(C)(C)C)OC1[C@@H]2CC[C@@H]([C@]2(CCC1)C)[C@@H](C=O)C